C[P](CCCCCCCCCC)(C)C trimethyldecyl-phosphorus